1,3-Benzothiazol-6-yl 3-azido-3-deoxy-2-O-methyl-1-thio-α-D-galactopyranoside N(=[N+]=[N-])[C@@H]1[C@H]([C@@H](SC2=CC3=C(N=CS3)C=C2)O[C@@H]([C@@H]1O)CO)OC